5-fluoro-2-(((3S,4S)-4-fluoropiperidin-3-yl)amino)-6-(7-methoxy-6-morpholinoimidazo[1,2-b]pyridazin-3-yl)nicotinonitrile FC=1C(=NC(=C(C#N)C1)N[C@H]1CNCC[C@@H]1F)C1=CN=C2N1N=C(C(=C2)OC)N2CCOCC2